OC=1C=C(C=C(C1CC)O)CCC1=CC=CC=C1 1-(3,5-dihydroxy-4-ethylphenyl)-2-phenylethane